1-benzyl-4-hydroxy-6-methyl-1H-pyrazolo[3,4-b]Pyridine-5-carboxylic acid C(C1=CC=CC=C1)N1N=CC=2C1=NC(=C(C2O)C(=O)O)C